ClC=1C=C(C=C(C1OC1=NNC(C2=CC=CC=C12)=O)Cl)N1N=C(C(NC1=O)=O)C#N 2-(3,5-dichloro-4-((4-oxo-3,4-dihydro-phthalazin-1-yl)oxy)phenyl)-3,5-dioxo-2,3,4,5-tetrahydro-1,2,4-triazin-6-carbonitrile